N-methyl-3-(4,5,6,7-tetrahydrothieno[3,2-c]pyridin-2-yl)-4-[4-(trifluoromethyl)phenoxy]benzene-1-sulfonamide CNS(=O)(=O)C1=CC(=C(C=C1)OC1=CC=C(C=C1)C(F)(F)F)C1=CC=2CNCCC2S1